1-(2-chloro-5-methylpyrimidin-4-yl)-4-methyl-1H-pyrrole-3-carbaldehyde ClC1=NC=C(C(=N1)N1C=C(C(=C1)C)C=O)C